C1(CC1)C1=NN(C=C1C#N)CC(=O)[C@H]1C[C@H]([C@H]2[C@@H]3CC[C@@H]4C[C@](CC[C@@H]4[C@H]3CC[C@]12C)(C)O)C 3-cyclopropyl-1-(2-((3R,5R,8R,9R,10S,13S,14S,15R,17S)-3-hydroxy-3,13,15-trimethyl-hexadecahydro-1H-cyclopenta[a]phenanthren-17-yl)-2-oxoethyl)-1H-pyrazole-4-carbonitrile